N1(C2C(CC1)COC2)C2=NC=CC(=N2)N 2-{hexahydro-1H-furo[3,4-b]pyrrol-1-yl}pyrimidin-4-amine